(1r,2'S,4S)-4-(3-chloro-4-methylanilino)-2'-[(2R)-2-methyl-3-{[(5R)-5-methyl-5,6,7,8-tetrahydroquinolin-4-yl]oxy}propyl]-2',3'-dihydrospiro[cyclohexane-1,1'-indene]-4-carboxylic acid ClC=1C=C(NC2(CCC3([C@H](CC4=CC=CC=C34)C[C@H](COC3=CC=NC=4CCC[C@H](C34)C)C)CC2)C(=O)O)C=CC1C